(S)-N-(1-methoxy-propan-2-yl)-8-(4-(trifluoromethyl)phenyl)quinoline-3-carboxamide COC[C@H](C)NC(=O)C=1C=NC2=C(C=CC=C2C1)C1=CC=C(C=C1)C(F)(F)F